4-amino-N-((1R,5S)-8-oxa-3-azabicyclo[3.2.1]octan-3-yl)-7-fluoro-1-methyl-N-((5-(trifluoromethyl)pyridin-2-yl)methyl)-1H-pyrazolo[4,3-c]quinoline-8-carboxamide NC1=NC=2C=C(C(=CC2C2=C1C=NN2C)C(=O)N(CC2=NC=C(C=C2)C(F)(F)F)N2C[C@H]1CC[C@@H](C2)O1)F